C1(CCC1)N1N=CC(=C1)C1=NN2C(=NC=3C=CC=CC3C2=N1)NC=1C(N=CC=CC1)=O (3R)-3-{[2-(1-cyclobutyl-1H-pyrazol-4-yl)[1,2,4]triazolo[1,5-c]quinazolin-5-yl]amino}azepin-2-one